C1=C(C=CC=2C(C3=CC(=CC=C3C(C12)=O)S(=O)(=O)[O-])=O)S(=O)(=O)[O-].[K+].[K+] potassium 9,10-anthraquinone-2,6-disulfonate